C(C1=CC=CC=C1)OC1=NC(=CC=C1NC1=CC(=C(C(=C1)F)N1CCC(CC1)CC(=O)OC)F)OCC1=CC=CC=C1 methyl 2-[1-[4-[(2,6-dibenzyloxy-3-pyridyl)amino]-2,6-difluoro-phenyl]-4-piperidyl]acetate